CN(C)C[C@@]1(C(C1)(F)F)COC1=NC2=C(C(=C(C=C2C(=N1)N1CCOCC(C1)(O)C)F)C1=CC(=CC2=CC=C(C(=C12)C#C)F)O)F 4-(2-(((R)-1-((dimethylamino)methyl)-2,2-difluorocyclopropyl)methoxy)-7-(8-ethynyl-7-fluoro-3-hydroxynaphthalen-1-yl)-6,8-difluoroquinazolin-4-yl)-6-methyl-1,4-oxazepan-6-ol